2-((3aR,5s,6aS)-5-(3,5-difluorophenoxy)hexahydrocyclopenta[c]pyrrol-2(1H)-yl)-1-(5-hydroxypyridin-2-yl)ethanone FC=1C=C(OC2C[C@@H]3[C@@H](CN(C3)CC(=O)C3=NC=C(C=C3)O)C2)C=C(C1)F